FC(C(=O)OC1CCCC1)(F)F Cyclopentyl Trifluoroacetate